2-(4-benzyl-3-methyl-5-oxo-4,5-dihydro-1H-1,2,4-triazol-1-yl)-N-(1-(thiophen-2-yl)ethyl)acetamide C(C1=CC=CC=C1)N1C(=NN(C1=O)CC(=O)NC(C)C=1SC=CC1)C